COC=1C(=C(C(=CC1)C)NC(=O)C1=CN=C(S1)NC1=NN(C(=C1)C)C(C(=O)O)C)C 2-(3-((5-((3-Methoxy-2,6-dimethylphenyl)carbamoyl)thiazol-2-yl)amino)-5-methyl-1H-pyrazol-1-yl)propanoic acid